C4-bromo-2,3-dihydrobenzofuran-7-amine BrC1=CC=C(C2=C1CCO2)N